7h-cyclopenta[c]pyridin-5-ol C1=NC=CC2=C1CC=C2O